(cyclopent-2-en-1-yl)-nonanoic acid C1(C=CCC1)C(C(=O)O)CCCCCCC